6-phenyl-4-azaspiro[2.4]heptane C1(=CC=CC=C1)C1CNC2(CC2)C1